2-[4-[2-(3-Chlorophenyl)-1,3-benzoxazole-6-carbonyl]piperazin-1-yl]-3H-quinazolin-4-one ClC=1C=C(C=CC1)C=1OC2=C(N1)C=CC(=C2)C(=O)N2CCN(CC2)C2=NC1=CC=CC=C1C(N2)=O